FC1=C(C=CC(=C1)F)[C@H](C)NC(C(=C)C=1C(NC2=CC=NC(=C2C1C)C)=O)=O (2S)-N-[(1S)-1-(2,4-difluorophenyl)ethyl]-2-(4,5-dimethyl-2-oxo-1H-1,6-naphthyridin-3-yl)propenamide